3-benzyloxy-2-methyl-hex-5-en-2-amine (trifluoroacetate) FC(C(=O)O)(F)F.C(C1=CC=CC=C1)OC(C(C)(N)C)CC=C